ClC1=C(C=CC=C1)C(C)(C)C1=NC(=NO1)C1=NC(=CC(=N1)O[C@@H]1C[C@H](NCC1)CC#N)O[C@@H](C)[C@H]1N(C[C@@H](C1)F)C 2-[(2R,4S)-4-[(2-{5-[2-(2-chloro-phenyl)propan-2-yl]-1,2,4-oxadiazol-3-yl}-6-[(1S)-1-[(2S,4R)-4-fluoro-1-methyl-pyrrolidin-2-yl]ethoxy]pyrimidin-4-yl)oxy]piperidin-2-yl]acetonitrile